C[Si](C=1C=C2C=CN(C2=CC1)C)(C)C 5-(trimethylsilyl)-1-methylindole